1-[2-(1-Hydroxyethyl)-5-[6-(6-methylpyridazin-3-yl)oxypyrazolo[1,5-a]pyrimidin-3-yl]phenyl]-5-methylpyrazole-3-carbonitrile OC(C)C1=C(C=C(C=C1)C=1C=NN2C1N=CC(=C2)OC=2N=NC(=CC2)C)N2N=C(C=C2C)C#N